bis(2,4-di-t-butylphenyl)-4-phenyl-phenylphosphite C(C)(C)(C)C1=C(C=CC(=C1)C(C)(C)C)C=1C(=C(C=CC1C1=CC=CC=C1)P([O-])([O-])[O-])C1=C(C=C(C=C1)C(C)(C)C)C(C)(C)C